3-(3-fluoro-4-(methylsulfonyl)phenyl)-1-(4-(hydroxymethyl)thiazol-2-yl)-1H-pyrazol-5-ol FC=1C=C(C=CC1S(=O)(=O)C)C1=NN(C(=C1)O)C=1SC=C(N1)CO